1-(2-iodoethyl)-1H-tetrazole ICCN1N=NN=C1